1-(4-tert-butylphenyl)-3-phenylprop-2-yn-1-one C(C)(C)(C)C1=CC=C(C=C1)C(C#CC1=CC=CC=C1)=O